ClC1=CC=C2C(N(C(=NC2=C1)NN)COCC[Si](C)(C)C)=O 7-chloro-2-hydrazino-3-((2-(trimethylsilyl)ethoxy)methyl)quinazolin-4(3H)-one